[4-(5-chlorooxazolo[4,5-b]pyridin-2-yl)piperazin-1-yl]-[5-methyl-6-(oxetan-2-ylmethoxy)-3-pyridyl]methanone ClC1=CC=C2C(=N1)N=C(O2)N2CCN(CC2)C(=O)C=2C=NC(=C(C2)C)OCC2OCC2